2-(1H-pyrrol-2-yl)-N-((7-(trifluoromethyl)-10H-phenoxazin-3-yl)methyl)acetamide N1C(=CC=C1)CC(=O)NCC=1C=CC=2NC3=CC=C(C=C3OC2C1)C(F)(F)F